(2S,4R)-1-(2-(1H-1,2,3-triazol-5-yl)acetyl)-N-((R) or (S)-(5-cyclopropylpyridin-2-yl)(phenyl)methyl)-4-fluoropyrrolidine-2-carboxamide N1N=NC=C1CC(=O)N1[C@@H](C[C@H](C1)F)C(=O)N[C@H](C1=CC=CC=C1)C1=NC=C(C=C1)C1CC1 |o1:17|